O=C1NCCC1CN(NC(=O)OCC1=CC=CC=C1)C(=O)OC(C)(C)C 2-benzyl 1-tert-butyl 1-((2-oxopyrrolidin-3-yl)methyl)hydrazine-1,2-dicarboxylate